C1(CCC1)N1C(=NC2=C1C=C(C=C2)C(=O)NC)C2=C(C(=C(C(=C2)OC)O)O)F 1-cyclobutyl-2-(2-fluoro-3,4-dihydroxy-5-methoxyphenyl)-N-methyl-1H-benzo[d]imidazole-6-carboxamide